CC1=C(C(=CC=C1)C)CC(=O)N(C)C 2-(2,6-dimethylphenyl)-N,N-dimethylacetamide